tert-Butyl ((1r,4r)-4-((6-(6-(2-chlorophenylsulfonamido)-4-ethylpyridazin-3-yl)-8-ethylquinazolin-2-yl)amino)cyclohexyl)carbamate ClC1=C(C=CC=C1)S(=O)(=O)NC1=CC(=C(N=N1)C=1C=C2C=NC(=NC2=C(C1)CC)NC1CCC(CC1)NC(OC(C)(C)C)=O)CC